FC=1C=C(C(=O)N2C(CN(C(C2)=O)C2=CC(=CC(=C2)OC)OC)=O)C=C(C1)F (3,5-difluorobenzoyl)-4-(3,5-dimethoxyphenyl)piperazine-2,5-dione